C(C)(C)(C)OC(=O)N[C@@H](CSSCCC(NCC#C)=O)C(=O)O N-(tert-Butoxycarbonyl)-S-((3-oxo-3-(prop-2-yn-1-ylamino)propyl)thio)-L-cysteine